3-((5-chloro-2-((2-(difluoromethoxy)-4-(4-(2,2,2-trifluoroethyl)piperazin-1-yl)phenyl)amino)pyrimidin-4-yl)amino)thiophene-2-carboxamide ClC=1C(=NC(=NC1)NC1=C(C=C(C=C1)N1CCN(CC1)CC(F)(F)F)OC(F)F)NC1=C(SC=C1)C(=O)N